1-(6-(4-(2-chlorophenyl)-3-methyl-7-(4-methyl-1,3-thiazol-5-yl)-2-quinolinyl)-2,6-diazaspiro[3.4]octan-2-yl)-2-propen-1-one ClC1=C(C=CC=C1)C1=C(C(=NC2=CC(=CC=C12)C1=C(N=CS1)C)N1CC2(CN(C2)C(C=C)=O)CC1)C